C(C)(C)(C)OC(=O)N1CC2(C1)CCN(CC2)C(=O)[C@H]2N([C@@H]1CC([C@H]2CC1)=O)C(=O)OC(C)(C)C 7-[(1S,3S,4S)-2-(tert-Butoxycarbonyl)-5-oxo-2-azabicyclo[2.2.2]octane-3-carbonyl]-2,7-diazaspiro[3.5]nonane-2-carboxylic acid tert-butyl ester